N-(4-((4-(3,5-dichlorophenyl)piperazin-1-yl)sulfonyl)phenyl)-5-iodo-2-(N-methyl-methylsulfonamido)benzamide ClC=1C=C(C=C(C1)Cl)N1CCN(CC1)S(=O)(=O)C1=CC=C(C=C1)NC(C1=C(C=CC(=C1)I)N(S(=O)(=O)C)C)=O